5-bromo-2-(10-(4-(naphthalen-2-yl)phenyl)anthracen-9-yl)pyridine BrC=1C=CC(=NC1)C=1C2=CC=CC=C2C(=C2C=CC=CC12)C1=CC=C(C=C1)C1=CC2=CC=CC=C2C=C1